ClCCN(C1=CC2=C(N(C(=N2)CC[C@@H](C(=O)O)NC(=O)OC(C)(C)C)C)C=C1)CCCl (2S)-4-[5-[bis(2-chloroethyl)amino]-1-methyl-benzimidazol-2-yl]2-(tert-Butoxycarbonyl-amino)butanoic acid